2-(((trans)-3-((5-(methylthio)pyrimidin-2-yl)amino)cyclopentyl)amino)benzo[d]thiazole-6-sulfonamide CSC=1C=NC(=NC1)N[C@@H]1C[C@H](CC1)NC=1SC2=C(N1)C=CC(=C2)S(=O)(=O)N